FC=1C=C(C=CC1)[C@H](CNC(C[C@@H]1CN(CC1)C(C)=O)(C)C)O 1-((R)-3-(2-(((R)-2-(3-Fluorophenyl)-2-hydroxyethyl)amino)-2-methylpropyl)pyrrolidin-1-yl)ethan-1-one